C(C)(=O)C=1N(N=C2N=C(C=NC21)C2=C(C=C(C=C2C)C(F)(F)F)OCOCC)C[C@@H]2CC(N(C2)C2CC2)=O |r| (R and S)-4-((3-acetyl-6-(2-(ethoxymethoxy)-6-methyl-4-(trifluoromethyl)phenyl)-2H-pyrazolo[3,4-b]pyrazin-2-yl)methyl)-1-cyclopropylpyrrolidin-2-one